4-((2R,3S,5R)-3-(3-ethyl-4-fluoro-2-methoxyphenyl)-5-methyl-5-(trifluoromethyl)tetrahydrofuran-2-carboxamido)picolinamide C(C)C=1C(=C(C=CC1F)[C@H]1[C@@H](O[C@](C1)(C(F)(F)F)C)C(=O)NC1=CC(=NC=C1)C(=O)N)OC